O=C1NC(CCC1N1C(N(C2=C1C=CC(=C2)CN2CCN(CC2)CCCN2CCC(CC2)NC(OC(C)(C)C)=O)C)=O)=O Tert-butyl N-[1-[3-[4-[[1-(2,6-dioxo-3-piperidyl)-3-methyl-2-oxo-benzimidazol-5-yl]methyl]piperazin-1-yl]propyl]-4-piperidyl]carbamate